3-{4-[4-cyano-4-(4-methoxyphenyl)piperidine-1-sulfonyl]phenyl}-1-(pyridin-3-ylmethyl)urea C(#N)C1(CCN(CC1)S(=O)(=O)C1=CC=C(C=C1)NC(NCC=1C=NC=CC1)=O)C1=CC=C(C=C1)OC